O1CC(C2=C1C=CC=C2)=O 1-benzofuran-3-one